ClC1=CC(=C(C=N1)C(=O)OC(C)(C)C)NC1CCN(CC1)S(=O)(=O)C tert-butyl 6-chloro-4-[(1-methylsulfonyl-4-piperidyl)amino]pyridine-3-carboxylate